dilauryl-D-glutamate C(CCCCCCCCCCC)OC([C@H](N)CCC(=O)OCCCCCCCCCCCC)=O